FC=1C=CC(=C(C(=O)OC)C1)NC(C)C=1C=C(C=C2C(C=C(OC12)C1=CC2=CN(N=C2C=C1)C)=O)C methyl 5-fluoro-2-((1-(6-methyl-2-(2-methyl-2H-indazol-5-yl)-4-oxo-4H-chromen-8-yl)ethyl)amino)benzoate